N1N=C(C=C1C(=O)[O-])C(=O)[O-].C1(CCCCC1)[Sn+](C1CCCCC1)C1CCCCC1.C1(CCCCC1)[Sn+](C1CCCCC1)C1CCCCC1 tricyclohexyltin 3,5-pyrazoledicarboxylate